(R/S)-5-(4-((5-fluoro-2-(1-fluoroethyl)-3-oxo-4H-quinoxalin-6-yl)methyl)piperazin-1-yl)-6-methyl-N-(methyl-d3)pyridine-2-carboxamide Sulfur [S].FC1=C2NC(C(=NC2=CC=C1CN1CCN(CC1)C=1C=CC(=NC1C)C(=O)NC([2H])([2H])[2H])[C@@H](C)F)=O |r|